COC(=O)C1=CC(=C2C(=CC(=N2)C=2C=NC=C(C2C)Br)C1)Cl (5-bromo-4-methylpyridin-3-yl)-7-chlorobenzo[d]Azole-5-carboxylic acid methyl ester